4-(β-dimethylaminoethoxy)-α-ethyldeoxybenzoin CN(CCOC1=CC=C(C=C1)C(=O)C(C1=CC=CC=C1)CC)C